[Pb].[V] vanadium-lead